ClC(CCCl)OP(=O)(OC(CCCl)Cl)OC(CCCl)Cl tris(1,3-dichloropropyl)-phosphate